NC=1C=C(OC=CC(CCC)OC2=CC(=CC=C2)N)C=CC1 1,3-bis(3-aminophenoxy)hexaneN